ClC1=C(C(=CC=C1)Cl)COC=1C=NC(=NC1)N1CC(NC(C1)=O)C(=O)OC methyl 4-{5-[(2,6-dichlorophenyl)methoxy]pyrimidin-2-yl}-6-oxopiperazine-2-carboxylate